OC[C@H](C1=CC=CC=C1)NC1=NC(=NC=C1C=1SC(=NN1)C)NC1=CC=C2CC(N(CC2=C1)C)=O 7-[[4-[[(1S)-2-hydroxy-1-phenyl-ethyl]amino]-5-(5-methyl-1,3,4-thiadiazol-2-yl)pyrimidin-2-yl]amino]-2-methyl-1,4-dihydroisoquinolin-3-one